C(C(C)C)N(C(=S)NC(C1=CC=CC=C1)=O)C1=C(C=CC(=C1)C=1C=NC(=CC1)OCCN1CCN(CC1)C)C N-(iso-Butyl(2-methyl-5-(6-(2-(4-methylpiperazin-1-yl)ethoxy)pyridin-3-yl)phenyl)carbamothioyl)benzamide